Thiophene-2-ylcarbamic acid tert-butyl ester C(C)(C)(C)OC(NC=1SC=CC1)=O